N-[4-(3-chlorophenoxy)-3-sulfamoylphenyl]-2-(3-chloropyridin-2-yl)acetamide ClC=1C=C(OC2=C(C=C(C=C2)NC(CC2=NC=CC=C2Cl)=O)S(N)(=O)=O)C=CC1